dioctyltin dipelargonate C(CCCCCCCC)(=O)[O-].C(CCCCCCCC)(=O)[O-].C(CCCCCCC)[Sn+2]CCCCCCCC